(2S)-2-[[(2S)-2-[tert-butoxycarbonyl(methyl)amino]propanoyl]amino]-2-cyclohexyl-acetic acid C(C)(C)(C)OC(=O)N([C@H](C(=O)N[C@H](C(=O)O)C1CCCCC1)C)C